tert-butyl 3-(1-hydroxyprop-2-yn-1-yl)-4-(4-(methylcarbamoyl)phenyl)-5-oxo-5,6,7,9-tetrahydropyrazolo[1,5-a]pyrido[4,3-e]pyrimidine-8(4H)-carboxylate OC(C#C)C=1C=NN2C1N(C(C1=C2CN(CC1)C(=O)OC(C)(C)C)=O)C1=CC=C(C=C1)C(NC)=O